Dibenzyl (3-hydroxypropyl)phosphonate Dibenzyl-phosphite C(C1=CC=CC=C1)OP(OCC1=CC=CC=C1)O.OCCCP(OCC1=CC=CC=C1)(OCC1=CC=CC=C1)=O